3,3-difluoro-1-methylcyclobutan-1-amine FC1(CC(C1)(N)C)F